sec-octyl-α-cyanoacrylate C(C)(CCCCCC)OC(C(=C)C#N)=O